6-amino-7-(3-methoxy-2,6-dimethylphenyl)-2-methyl-3-(pyrrolidin-1-yl)pyrrolo[1,2-b]pyridazine-5-carbonitrile NC=1C(=C2N(N=C(C(=C2)N2CCCC2)C)C1C1=C(C(=CC=C1C)OC)C)C#N